2-bromo-1-hydroxy-3-nitrobenzene BrC1=C(C=CC=C1[N+](=O)[O-])O